(N-[4-Amino-5-(pyridin-4-carbonyl)thiazol-2-yl]-4-chloroanilino)propanamid NC=1N=C(SC1C(=O)C1=CC=NC=C1)N(C1=CC=C(C=C1)Cl)C(C(=O)N)C